rac-4-(4-acryloylpiperazin-1-yl)-N-(1-(dimethylamino)-4-methylpentan-2-yl)-7-(8-methylnaphthalen-1-yl)-5,6,7,8-tetrahydro-1,7-naphthyridine-2-carboxamide C(C=C)(=O)N1CCN(CC1)C1=CC(=NC=2CN(CCC12)C1=CC=CC2=CC=CC(=C12)C)C(=O)N[C@@H](CN(C)C)CC(C)C |r|